COC=1C=C2C(=C(NC2=CC1)[C@@](C=1NC=CC1)(C1=CC=CC=C1)C1=C(C=CC=C1)OC)C1=CC=CC=C1 (S)-5-Methoxy-2-((2-methoxyphenyl)(phenyl)(1H-pyrrol-2-yl)methyl)-3-phenyl-1H-indole